6-[(5-chloro-3-ethoxy-2-pyridyl)oxy]-5-methyl-N-(4-methyl-1,1-dioxo-thian-4-yl)-[1,2,4]triazolo[1,5-a]pyridine-2-carboxamide ClC=1C=C(C(=NC1)OC=1C=CC=2N(C1C)N=C(N2)C(=O)NC2(CCS(CC2)(=O)=O)C)OCC